ethyl 2,2-difluorononanoate FC(C(=O)OCC)(CCCCCCC)F